5-bromo-4,6-difluoro-2,3-dihydrobenzo[d]isothiazole 1,1-dioxide BrC=1C(=CC2=C(CNS2(=O)=O)C1F)F